C(C)OC(C(=CC1=CC=C(C=C1)O)C#N)=O 2-cyano-3-(4-hydroxyphenyl)Acrylic acid ethyl ester